NC1CN(CC1)S(=O)(=O)NC(NC1=C(C(=CC=C1)SC1=NC=C(N=C1)N1CCC2([C@@H]([C@@H](OC2)C)N)CC1)Cl)=O 3-amino-N-((3-((5-((3S,4S)-4-amino-3-methyl-2-oxa-8-azaspiro[4.5]decan-8-yl)pyrazin-2-yl)thio)-2-chlorophenyl)carbamoyl)pyrrolidine-1-sulfonamide